O=C1N(CCC(N1)=O)C1=NN(C2=CC(=CC=C12)[C@@H]1C(CN(CC1)CC(=O)OC(C)(C)C)(F)F)C tert-Butyl 2-[(4R)-4-[3-(2,4-dioxohexahydropyrimidin-1-yl)-1-methyl-indazol-6-yl]-3,3-difluoro-1-piperidyl]acetate